N1=CC(=C2N1C=CC=N2)NC(C)=O N-(Pyrazolo[1,5-a]pyrimidin-3-yl)acetamide